CC1=CC=NN1C1=CC(=NC=C1)C(F)(F)F 4-(5-METHYL-1H-PYRAZOL-1-YL)-2-(TRIFLUOROMETHYL)PYRIDINE